N1(N=CC=C1)C1CCN(CC1)C(=O)OC(C)(C)C tert-butyl 4-pyrazol-1-ylpiperidine-1-carboxylate